C(CCCCCCCCCCCCCCCCC)(=O)N[C@@H](CCC(N)=O)C(=O)O.C(CCCCCCCCCCCCCCCCC)(=O)N[C@@H](CCC(N)=O)C(=O)O.[Na] sodium bis(stearoyl-glutamine)